C(C)(C)(C)OC(=O)N1[C@]([C@@H](CC1)[C@@]([C@H](CCC)C(CCC#C)=O)(C)OC)(\C=C/C)OC (2R)-((1R)-(4-pentynoyl)-(2S)-methoxy-(2S)-methylpentyl)-(5R/S)-methoxy-(3S)-Z-propenyl-pyrrolidine-1-carboxylic acid tert-butyl ester